1-tert-butyl 4-ethyl 3-oxo-2-({[(CIS)-4-phenylcyclohexyl]oxy}methyl)piperidine-1,4-dicarboxylate O=C1C(N(CCC1C(=O)OCC)C(=O)OC(C)(C)C)CO[C@@H]1CC[C@@H](CC1)C1=CC=CC=C1